Tert-Butyl(4-(Chloromethyl)Phenoxy)Dimethylsilane C(C)(C)(C)[Si](C)(C)OC1=CC=C(C=C1)CCl